((1S,4S,5S)-4-(2,6-dimethoxy-4-((S)-2-methyl-3-(trifluoromethyl)octan-2-yl)phenyl)-6,6-dimethylbicyclo[3.1.1]hept-2-en-2-yl)methyl pivalate C(C(C)(C)C)(=O)OCC=1[C@@H]2C([C@H]([C@H](C1)C1=C(C=C(C=C1OC)C(C)([C@H](CCCCC)C(F)(F)F)C)OC)C2)(C)C